C1(CCCC1)C=1C(=C(C(=CC1)N)N)F cyclopentyl-3-fluorobenzene-1,2-diamine